C(=C)C=1C2=C(SC1)O2 4-vinyl-epoxythiophene